Acrylic acid, 2-hydroxypropyl ester C(C=C)(=O)OCC(C)O